N-(4-(((R)-1-Hydroxy-4-methylpentan-2-yl)amino)-6-(2-(3-(oxetan-3-yl)phenyl)propyl)-1,3,5-triazin-2-yl)methanesulfonamide OC[C@@H](CC(C)C)NC1=NC(=NC(=N1)CC(C)C1=CC(=CC=C1)C1COC1)NS(=O)(=O)C